N1=C(C=CC=C1)CN(CCN)CC1=NC=CC=C1 N,N-di(2-picolyl)ethylenediamine